C(C)(C)(C)OC(=O)N1CCC2(CCN(C2=O)C2=NC(=C(C=C2)Br)OC)CC1 2-(5-bromo-6-methoxypyridin-2-yl)-1-oxo-2,8-diazaspiro[4.5]Decane-8-carboxylic acid tert-butyl ester